C(C1=CC=CC=C1)OC1CC(C1)=CC(=O)OCC ethyl 2-(3-(benzyloxy) cyclobutylidene)acetate